2,4,5-trimethyl-1,4-cyclohexadiene CC1=CCC(=C(C1)C)C